benzyl (4-(((5-(2-chlorophenoxy)-1,1-dioxido-4H-benzo[e][1,2,4]thiadiazin-3-yl)amino)methyl)phenyl)carbamate ClC1=C(OC2=CC=CC3=C2NC(=NS3(=O)=O)NCC3=CC=C(C=C3)NC(OCC3=CC=CC=C3)=O)C=CC=C1